OC1=C(C(=O)N2CC=3C=C(C=NC3CC2)NC(C=C)=O)C=C(C(=C1)OC)C(C)C N-(6-(2-Hydroxy-5-isopropyl-4-methoxybenzoyl)-5,6,7,8-tetrahydro-1,6-naphthyridin-3-yl)acrylamide